BrCC(=O)C=1C=C2C(=CN1)OC(C2)(C)C 2-bromo-1-(2,2-dimethyl-2,3-dihydrofuro[2,3-c]pyridin-5-yl)ethanone